5-bromo-2-(chloromethyl)-1-methyl-3-nitro-benzene BrC=1C=C(C(=C(C1)C)CCl)[N+](=O)[O-]